C1(=CC=CC=C1)P(C1=CC=CC=C1)(C1=CC=CC=C1)=[NH2+] triphenylphosphoranylidene(ammonium)